N-(cyclopentylmethyl)-3-((4-(pyridin-2-ylmethoxy)phenyl)amino)benzamide C1(CCCC1)CNC(C1=CC(=CC=C1)NC1=CC=C(C=C1)OCC1=NC=CC=C1)=O